1-(3-chloro-5-(2,2,2-trifluoroethoxy)phenyl)cyclopropan-1-amine hydrochloride Cl.ClC=1C=C(C=C(C1)OCC(F)(F)F)C1(CC1)N